N-((S)-5-(7,7-difluoro-2-((2S,3R)-3-hydroxy-2-methylazetidin-1-yl)-6,7-dihydro-5H-cyclopenta[d]pyrimidin-4-yl)-7-fluoro-2,3-dihydro-1H-inden-1-yl)methanesulfonamide FC1(CCC2=C1N=C(N=C2C=2C=C1CC[C@@H](C1=C(C2)F)NS(=O)(=O)C)N2[C@H]([C@@H](C2)O)C)F